CN(C1=C(C(=CC=C1)N(C)C)C1=CC=CC=C1)C 2',6'-bis(dimethylamino)-1,1'-biphenyl